CC1=C(C#[N+][O-])C(=CC(=C1OCCCC1OC1C)C)C 2,4,6-trimethyl-3-(3-(3-methyl-oxiran-2-yl)propoxy)benzonitrile oxide